COCCOCOCCOCCOCCOCC(COCCOCCOCCOCOCCOC)(COCC(=O)O)C 18-(2,5,7,10,13,16-hexaoxaheptadecan-17-yl)-18-methyl-2,5,7,10,13,16,20-heptaoxadocosan-22-oic acid